C(#N)C(C(=O)Cl)=CC1=CC(=C(C=C1)OC)OC 2-cyano-3-(3,4-dimethoxyphenyl)acryloyl chloride